(R)-6-((2-chloro-4-((10-methyl-8-oxo-9,10,11,12-tetrahydro-8H-[1,4]diazepino[5',6':4,5]thieno[3,2-f]quinoxalin-3-yl)oxy)pyrimidin-5-yl)methyl)-2-oxa-6-azaspiro[3.4]octan-7-one ClC1=NC=C(C(=N1)OC1=NC=2C=CC3=C(C2N=C1)C1=C(S3)C(N[C@@H](CN1)C)=O)CN1CC3(COC3)CC1=O